3-bromo-2-hydroxy-5-methoxy-γ-oxo-benzenebutanoic acid BrC=1C(=C(C=C(C1)OC)C(CCC(=O)O)=O)O